C(C)N1C=NC2=C1N=NC=C2C=2C=CC(=C(C2)N2C(C=C(C=C2)SCC)=O)F 1-(5-(7-Ethyl-7H-imidazo[4,5-c]pyridazin-4-yl)-2-fluorophenyl)-4-(ethylsulfanyl)pyridin-2(1H)-one